CN1CC(N(CC1C1=CC=CC=C1)C1=NC=2N(C(=C1)N1CCOCC1)N=C(C2)C2=CC=NC=C2)=O 4-methyl-1-(7-morpholino-2-(pyridin-4-yl)pyrazolo[1,5-a]pyrimidin-5-yl)-5-phenylpiperazin-2-one